1-(4-(4-((2,5-difluoro-3-methyl-4-((1-methyl-1H-benzo[d][1,2,3]triazol-5-yl)oxy)phenyl)amino)pyrido[3,2-d]pyrimidin-6-yl)-2,2-dimethylpiperazin-1-yl)prop-2-en-1-one FC1=C(C=C(C(=C1C)OC1=CC2=C(N(N=N2)C)C=C1)F)NC=1C2=C(N=CN1)C=CC(=N2)N2CC(N(CC2)C(C=C)=O)(C)C